tin (II) phosphite P([O-])([O-])[O-].[Sn+2].P([O-])([O-])[O-].[Sn+2].[Sn+2]